(Z)-hex-3-enyl 2-methylpropanoate CC(C(=O)OCC\C=C/CC)C